2-methyl-5-[(1R,4R)-5-methyl-2,5-diazabicyclo[2.2.1]Hept-2-yl]Benzoic acid CC1=C(C(=O)O)C=C(C=C1)N1[C@H]2CN([C@@H](C1)C2)C